4-methyl-butyl-octanolactone CCCCCC1C(=O)OCCCCCC1